tert-butyl 4,4-difluoro-2-(3-fluoro-5-(methoxycarbonyl)phenyl)pyrrolidine-1-carboxylate FC1(CC(N(C1)C(=O)OC(C)(C)C)C1=CC(=CC(=C1)C(=O)OC)F)F